COC(=O)C1=CC=C(C=C1)OB(O)O 4-methoxycarbonylphenyl-boric acid